[Si](C)(C)(C(C)(C)C)O[C@H]1COCC[C@@H]1NC1=CC(=CC(=C1)Cl)Cl (3R,4S)-3-((tert-butyldimethylsilyl)oxy)-N-(3,5-dichlorophenyl)tetrahydro-2H-pyran-4-amine